3,3'-diamino-1,1'-biphenyl-4,4'-dicarboxylic acid NC=1C=C(C=CC1C(=O)O)C1=CC(=C(C=C1)C(=O)O)N